6-(tertbutylsulfonyl)-7-(1-methyl-1H-pyrazol-3-yl)imidazo[1,2-a]pyridine C(C)(C)(C)S(=O)(=O)C=1C(=CC=2N(C1)C=CN2)C2=NN(C=C2)C